C(=C)OC1C(C1)=O 2-vinyloxy-cyclopropanone